Methyl 2-(((2S,4S)-4-((2-(((5-chloro-3-fluoropyridin-2-yl)oxy)methyl)pyrimidin-4-yl)oxy)-2-methylpiperidin-1-yl)methyl)-1-(((S)-oxetan-2-yl)methyl)-1H-benzo[d]imidazole-6-carboxylate ClC=1C=C(C(=NC1)OCC1=NC=CC(=N1)O[C@@H]1C[C@@H](N(CC1)CC1=NC2=C(N1C[C@H]1OCC1)C=C(C=C2)C(=O)OC)C)F